CC1=C(C=C(C=C1)C(NC=1C=NC=C(C1)C(F)(F)F)=O)[C@@H]1CN(CC1)C=1C=NC=C(C(=O)N)C1 (R)-5-(3-(2-methyl-5-((5-(trifluoromethyl)pyridin-3-yl)carbamoyl)phenyl)pyrrolidin-1-yl)nicotinamide